C(C)(=O)O[C@H]1[C@@H](SCCC2=CC=C(C=C2)Cl)O[C@@H]([C@@H]([C@@H]1N1N=NC(=C1)C1=CC(=C(C(=C1)F)F)F)OC(C)=O)COC(C)=O 4-Chlorophenethyl 2,4,6-tri-O-acetyl-3-deoxy-3-[4-(3,4,5-trifluorophenyl)-1H-1,2,3-triazol-1-yl]-1-thio-α-D-galactopyranoside